OC1CCN(CC1)C(=O)C=1C=CC(=NC1)NC1=C2C(=NC(=C1)OC=1C(=CC(=NC1)C#N)C)N(C=N2)C 5-[7-[[5-(4-hydroxypiperidine-1-carbonyl)pyridin-2-yl]amino]-3-methylimidazo[4,5-b]pyridin-5-yl]oxy-4-methylpyridine-2-carbonitrile